N-((3S,4S)-3-fluoro-1-(oxetan-3-yl)piperidin-4-yl)-5-(1-((S)-1-fluoropropan-2-yl)-1H-benzo[d][1,2,3]triazol-6-yl)-4-methoxypyrrolo[2,1-f][1,2,4]triazin-2-amine F[C@H]1CN(CC[C@@H]1NC1=NN2C(C(=N1)OC)=C(C=C2)C=2C=CC1=C(N(N=N1)[C@H](CF)C)C2)C2COC2